N-[6-cyano-4-(trifluoromethyl)pyridin-2-yl]-4-methyl-3-[4-(pyridin-3-yl)-1H-pyrazol-1-yl]benzamide C(#N)C1=CC(=CC(=N1)NC(C1=CC(=C(C=C1)C)N1N=CC(=C1)C=1C=NC=CC1)=O)C(F)(F)F